N-(3-(difluoromethyl)-1-(2-azaspiro[3.5]nonan-7-yl)-1H-pyrazol-4-yl)-5-morpholinylpyrazole FC(C1=NN(C=C1N1N=CC=C1N1CCOCC1)C1CCC2(CNC2)CC1)F